Ethyl 4-hydroxy-5-methylthiazole-2-carboxylate OC=1N=C(SC1C)C(=O)OCC